C(#N)C=1C=C(C=CC1)N(C(=O)C1CC(C1)(C)O)CC12CCC(CC1)(CC2)C2=CC(=NN2C)C2CC2 (1S,3S)-N-(3-cyanophenyl)-N-((4-(3-cyclopropyl-1-methyl-1H-pyrazol-5-yl)bicyclo[2.2.2]octan-1-yl)methyl)-3-hydroxy-3-methylcyclobutane-1-carboxamide